[Na+].C(CN(CC(=O)O)CC(=O)[O-])N(CC(=O)O)CC(=O)O ethylenediaminetetraacetic acid monosodium salt